NC=1C=C(C=CC1)P(C)(C1=CC(=CC=C1)N)=O bis(3-aminophenyl)-methylphosphine oxide